NC1=NC=CC=C1C1=NC=2C(=NC(=CC2)C2=CC=CC=C2)N1C1=CC=C(CNC(C2=C(C(=CC=C2)C=O)O)=O)C=C1 N-(4-(2-(2-Aminopyridin-3-yl)-5-phenyl-3H-imidazo[4,5-b]pyridin-3-yl)benzyl)-3-formyl-2-hydroxybenzamide